5-(2-(4-((3,5-Difluoro-4-(trifluoromethoxy)benzyl)amino)butoxy)ethoxy)pyrimido[4,5-c]quinoline-8-carboxylic acid FC=1C=C(CNCCCCOCCOC2=NC=3C=C(C=CC3C3=C2N=CN=C3)C(=O)O)C=C(C1OC(F)(F)F)F